C[C@H]1CCN=C2N1C1=CC=C(C=C1C(N2CC=2C=NN(C2)C)=O)S(=O)(=O)NC2(CC2)C (S)-1-methyl-5-((1-methyl-1H-pyrazol-4-yl)methyl)-N-(1-methylcyclopropyl)-6-oxo-2,3,5,6-tetrahydro-1H-pyrimido-[1,2-a]quinazoline-8-sulfonamide